C(=O)C=1C(=NSC1)OCCNC(OC(C)(C)C)=O tert-butyl (2-((4-formylisothiazol-3-yl)oxy)ethyl)carbamate